IC=1N=C(N2N=CC=C(C21)C2=CC=NN2C)C2=CC(=NN2C2OCCCC2)C 5-iodo-7-(3-methyl-1-(tetrahydro-2H-pyran-2-yl)-1H-pyrazol-5-yl)-4-(1-methyl-1H-pyrazol-5-yl)imidazo[1,5-b]Pyridazine